FC1NCCNC1 2-fluorotetrahydro-1H-pyrazin